gamma-mercaptopropyl-dimethoxysilane SCCC[SiH](OC)OC